C(#N)C=1C=C(C=CC1)C1CCN(CC1)C(=O)N([C@H]1CNCCC1)C=1N=CC=C2C1N(C=C2)C (R)-4-(3-cyanophenyl)-N-(1-methyl-1H-pyrrolo[2,3-c]pyridin-7-yl)-N-(piperidin-3-yl)piperidine-1-carboxamide